N,N-dibenzyl-6-methoxyspiro[3.3]heptan-2-amine C(C1=CC=CC=C1)N(C1CC2(C1)CC(C2)OC)CC2=CC=CC=C2